N1C(=NC=2C=NC=CC21)[C@H](C)[C@H]2CC[C@H](CC2)C2=CC=NC1=CC=C(C=C21)F 4-((cis)-4-((R)-1-(1H-imidazo[4,5-c]pyridin-2-yl)ethyl)cyclohexyl)-6-fluoroquinoline